(R)-2-(1-((2,2-dimethyl-1,3-dioxacyclopent-4-yl)methyl)-6-fluoro-5-nitro-1H-indol-2-yl)-2-methylpropan-1-ol CC1(OC[C@H](O1)CN1C(=CC2=CC(=C(C=C12)F)[N+](=O)[O-])C(CO)(C)C)C